CC1(OC[C@@](O1)(C)C=1SC(=CN1)[S@](=O)NC(OC(C)(C)C)=O)C tert-butyl ((S)-(2-((S)-2,2,4-trimethyl-1,3-dioxolan-4-yl)thiazol-5-yl)sulfinyl)-carbamate